CC1(COC1)COC1=CC=C(C=C1)C=1C=C(C(NC1C(F)(F)F)=O)C(=O)N 5-(4-((3-Methyloxetan-3-yl)methoxy)phenyl)-2-oxo-6-(trifluoromethyl)-1,2-dihydropyridin-3-carboxamide